FC1=C(C=C(C(=C1)OC)C1=CC=C(C=C1)C(C)C)NS(=O)(=O)C1CC1 N-(4-fluoro-4'-isopropyl-6-methoxy-[1,1'-biphenyl]-3-yl)cyclopropanesulfonamide